BORNYLACETAT C12(C(CC(CC1)C2(C)C)CC(=O)[O-])C